C(C=CCCCCCCCCCC)#N 2-TRIDECENENITRILE